2-(4-(2-(2-Hydroxyethyl)piperidin-1-yl)butyl)-4-phenylpyridazin-3(2H)-on OCCC1N(CCCC1)CCCCN1N=CC=C(C1=O)C1=CC=CC=C1